1,3-di-O-benzyl-6-(3-cyclopentylpropionyl)-N-butyryl-glucosamine C(C1=CC=CC=C1)OC1[C@H](NC(CCC)=O)[C@@H](OCC2=CC=CC=C2)[C@H](O)[C@H](O1)C(O)C(CCC1CCCC1)=O